dibenzyl-phosphorous (dimethylamide) CN(P(O)(O)(CC1=CC=CC=C1)CC1=CC=CC=C1)C